N-(3,5-difluorobenzyl)-1-(4-(3,5-dimethyl-1H-1,2,4-triazol-1-yl)-5-fluoropyrimidin-2-yl)-N-hydroxypiperidine-4-carboxamide FC=1C=C(CN(C(=O)C2CCN(CC2)C2=NC=C(C(=N2)N2N=C(N=C2C)C)F)O)C=C(C1)F